1-(3-[[1-(3-benzyloxyphenyl)-3-oxo-2-azaspiro[3.4]octan-2-yl]methyl]-1-piperidyl)-N-[4-(3-chloro-4-methyl-anilino)-3-nitro-phenyl]sulfonyl-2-(1H-indol-5-yloxy)benzamide C(C1=CC=CC=C1)OC=1C=C(C=CC1)C1N(C(C12CCCC2)=O)CC2CN(CCC2)C2(C(=O)NS(=O)(=O)C1=CC(=C(C=C1)NC1=CC(=C(C=C1)C)Cl)[N+](=O)[O-])C(C=CC=C2)OC=2C=C1C=CNC1=CC2